(2s)-1-methylpyrrolidine-2-carboxylic acid CN1[C@@H](CCC1)C(=O)O